2-methoxy-6-((((4-(trifluoromethyl)benzyl)thio)carbonyl)amino)benzoic acid COC1=C(C(=O)O)C(=CC=C1)NC(=O)SCC1=CC=C(C=C1)C(F)(F)F